diisooctyl mono-phosphate P(=O)(OCCCCCC(C)C)(OCCCCCC(C)C)[O-]